C(C(C(C(CC)[2H])([2H])[2H])([2H])[2H])(=O)O caproic acid-d5